trans-cis-1,5,9-cyclododecatriene C/1=C\CC\C=C/CCC=CCC1